COC=1C(=CC2=CN(N=C2C1)C1CCC(CC1)NC)C(=O)NC=1C(N(C=CC1)C)=O 6-Methoxy-N-(1-methyl-2-oxo-1,2-dihydropyridin-3-yl)-2-((1r,4r)-4-(methylamino)cyclohexyl)-2H-indazole-5-carboxamide